C(C)(C)(C)OC(=O)N1C2=CC=CC=C2C=2C=CC(=CC12)CBr 2-(bromomethyl)-9H-carbazole-9-carboxylic acid tert-butyl ester